3-Bromo-2-(difluoro-methoxy)-quinoline BrC=1C(=NC2=CC=CC=C2C1)OC(F)F